NC(=O)C azaacetone